COC1=CC=C(C=C1)CN1[C@@H](CC(C[C@@H]1C)=O)C (2R,6S)-1-[(4-methoxyphenyl)methyl]-2,6-dimethylpiperidin-4-one